CC1=CC(=NC(=C1)C12COC(C1)(C2)C)N2CC1(C=3C=NC(=CC32)NC(C)=O)CC1 N-(1'-(4-methyl-6-(1-methyl-2-oxabicyclo[2.1.1]hex-4-yl)pyridin-2-yl)-1',2'-dihydrospiro[cyclopropane-1,3'-pyrrolo[3,2-c]pyridin]-6'-yl)acetamide